2-((2-methyl-6-(trifluoromethyl)pyridin-3-yl)sulfonyl)-6-(pyridin-2-ylmethyl)-2,6-diazaspiro[3.3]heptane CC1=NC(=CC=C1S(=O)(=O)N1CC2(C1)CN(C2)CC2=NC=CC=C2)C(F)(F)F